3-(tert-butyl)-N-(2-(hydroxymethyl)-4-(4,4,5,5-tetramethyl-1,3,2-dioxaborolan-2-yl)benzyl)-1,2,4-oxadiazole-5-carboxamide C(C)(C)(C)C1=NOC(=N1)C(=O)NCC1=C(C=C(C=C1)B1OC(C(O1)(C)C)(C)C)CO